2-{6-[(3S)-3-amino-1,3-dihydrospiro[indene-2,4'-piperidin]-1'-yl]-5-(hydroxymethyl)-1H-pyrazolo[3,4-b]pyrazin-3-yl}acetonitrile N[C@@H]1C2=CC=CC=C2CC12CCN(CC2)C2=C(N=C1C(=N2)NN=C1CC#N)CO